C(C)N(C1[NH+](CC=C(N1C)C)C)CC 2-diethylamino-1,3,4-trimethyl-1,6-dihydropyrimidinium